C1(=CC=CC=C1)C=1C=CC=2C(C3=CC=C(C=C3SC2C1)C1=CC=CC=C1)=O 3,6-diphenylthioxanthone